O1[C@H](CC1)CC=1C=C(C(=O)[O-])C=CC1 3-(((S)-oxetan-2-yl)methyl)benzoate